COC(C(CCC(=O)N(C)C)C)=O 5-(dimethylamino)-2-methyl-5-oxo-valeric acid methyl ester